2-[[3-(trifluoromethyl)-1-bicyclo[1.1.1]pentanyl]sulfonyl]pyridine tert-butyl-(3-(7-carbamoyl-3-chloro-5-fluoro-2-methyl-1H-indol-4-yl)cyclohex-3-en-1-yl)carbamate C(C)(C)(C)N(C(O)=O)C1CC(=CCC1)C1=C2C(=C(NC2=C(C=C1F)C(N)=O)C)Cl.FC(C12CC(C1)(C2)S(=O)(=O)C2=NC=CC=C2)(F)F